Methyl-2-(1-fluoro-5,12-dimethyl-5,6-dihydroindolo[2,1-a]isoquinolin-5-yl)acetate COC(CC1(CN2C(C=3C(=CC=CC13)F)=C(C=1C=CC=CC12)C)C)=O